NC1=C(C=C(C=N1)C=1C=C2N(N1)CC[C@]21CN(CC1)C(=O)NC(C)C1=C(C=NC=C1)F)C(F)(F)F (3R)-2'-[6-amino-5-(trifluoromethyl)pyridin-3-yl]-N-[1-(3-fluoropyridin-4-yl)ethyl]-5',6'-dihydro-1H-spiro[pyrrolidine-3,4'-pyrrolo[1,2-b]pyrazole]-1-carboxamide